diethyltoluenediamine-d4 C(C)C=1C(=C(C(=C(C1C(N)(N)[2H])[2H])[2H])[2H])CC